OC1CCN(CC1)C(=O)O[C@@H](CN1C(N(C(C2=C1SC(=C2C)C=2OC=CN2)=O)C(C(=O)O)(C)C)=O)C2=CC=CC=C2 2-[1-[(2R)-2-[(4-hydroxypiperidin-1-yl)carbonyloxy]-2-phenylethyl]-5-methyl-6-(1,3-oxazol-2-yl)-2,4-dioxo-1H,2H,3H,4H-thieno[2,3-d]pyrimidin-3-yl]-2-methylpropionic acid